1-(3,5-difluoro-2-hydroxymethylphenyl)-3-(2,6-difluoropyridin-4-yl)urea FC=1C(=C(C=C(C1)F)NC(=O)NC1=CC(=NC(=C1)F)F)CO